FC1=C(C=CC=C1)[C@@H](C(=O)OC)N1C/C(/[C@@H](CC1)SC)=C/C(=O)O (Z)-2-((R)-1-((S)-1-(2-fluorophenyl)-2-methoxy-2-oxoethyl)-4-(methylthio)piperidin-3-ylidene)acetic acid